C(C)(C)(C)C1=C(C(C=NCCN=CC=2C(O)=C(C=CC2)C(C)(C)C)=CC=C1)O N,N'-bis(3-t-butyl-salicylidene)-ethylenediamine